C1(=CC=CC=C1)CCC1OC2=CC=CCC2C(C1)=O tetrahydro-2-(2-phenylethyl)chromone